C1(=NC=CC2=CC=CC=C12)C(=O)NCC1=NOC(C1)(C(=O)OCC)CCC1=CC=CC=C1 ethyl 3-((isoquinoline-1-carboxamido)methyl)-5-phenethyl-4,5-dihydroisoxazole-5-carboxylate